1-(5-methyl-1-phenyl-pyrazol-3-yl)-4-(tetrahydropyran-4-ylmethyl)piperazine CC1=CC(=NN1C1=CC=CC=C1)N1CCN(CC1)CC1CCOCC1